C=1CC=CC2=C3C=CC=CC3=NC12 2H-carbazole